Cesium Telluride [Te-2].[Cs+].[Cs+]